methyl 6-((1-(cyanomethyl) cyclopropyl) methyl)-5-nitropicolinate C(#N)CC1(CC1)CC1=C(C=CC(=N1)C(=O)OC)[N+](=O)[O-]